6-((5-fluoropyridin-2-yl)amino)-N-(methyl-d3)-4-((5-methyl-1-oxo-1,2,3,3a,4,5-hexahydropyrrolo[1,2-a]quinoxalin-6-yl)amino)nicotinamide FC=1C=CC(=NC1)NC1=NC=C(C(=O)NC([2H])([2H])[2H])C(=C1)NC1=C2N(CC3N(C2=CC=C1)C(CC3)=O)C